24-[(2-fluorophenyl)(hydroxy)methyl]-3β-hydroxy-5α-cholane-4-one FC1=C(C=CC=C1)C(CCC[C@@H](C)[C@H]1CC[C@H]2[C@@H]3CC[C@H]4C([C@H](CC[C@]4(C)[C@H]3CC[C@]12C)O)=O)O